Bis(3-cyclohexyl-4-hydroxyphenyl)-3-hydroxyphenylmethane C1(CCCCC1)C=1C=C(C=CC1O)C(C1=CC(=CC=C1)O)C1=CC(=C(C=C1)O)C1CCCCC1